N-[(3R)-1-(2-hydroxyethyl)-2-oxopyrrolidin-3-yl]-2-methyl-5-[(pyridin-2-yl)methoxy]-2H-indazole-3-carboxamide OCCN1C([C@@H](CC1)NC(=O)C=1N(N=C2C=CC(=CC12)OCC1=NC=CC=C1)C)=O